CC1=NC2=C3C(=C4C(=C2C=C1)C=CC=C4)C=CC=C3.[Ir+3] iridium (III) (2-methyldibenzo-[f,h]Quinoline)